tert-butyl ((1s,3s)-3-((5-(4-(methylcarbamoyl)thiazol-2-yl)-1H-pyrrolo[2,3-b]pyridin-4-yl)amino)cyclobutyl)carbamate CNC(=O)C=1N=C(SC1)C=1C(=C2C(=NC1)NC=C2)NC2CC(C2)NC(OC(C)(C)C)=O